1-(1H-indazol-5-yl)piperidine-4-carbaldehyde N1N=CC2=CC(=CC=C12)N1CCC(CC1)C=O